N(=[N+]=[N-])C(=O)[C@H](O)[C@@H](O)[C@@H](O)[C@H](O)CO 1-azido-galactose